dicyclopentadienyl-methyl-propane methylacrylate COC(C=C)=O.C1(C=CC=C1)C(C(C)C1C=CC=C1)C